ethyl 9-(1-tert-butoxycarbonyl-3-methyl-1H-pyrazol-4-yl)-6-tert-butyl-10-methoxy-2-oxo-6,7-dihydro-2H-pyrido[2,1-a]isoquinoline-3-carboxylate C(C)(C)(C)OC(=O)N1N=C(C(=C1)C=1C=C2CC(N3C(C2=CC1OC)=CC(C(=C3)C(=O)OCC)=O)C(C)(C)C)C